2-(difluoromethyl)-5-(4-((4-(3-(1-ethylazetidin-3-yl)phenyl)-1H-1,2,3-triazol-1-yl)methyl)-3-fluorophenyl)-1,3,4-oxadiazole FC(C=1OC(=NN1)C1=CC(=C(C=C1)CN1N=NC(=C1)C1=CC(=CC=C1)C1CN(C1)CC)F)F